2-(methylthio)-6-(2,2,2-trifluoroethyl)-6,7-dihydro-5H-pyrrolo[3,4-d]pyrimidin-5-one CSC=1N=CC2=C(N1)CN(C2=O)CC(F)(F)F